C(C)(C)(C)N(C(O)=O)CC1=CC(=C(C(=C1)C)N)C(C)C.NC1=NC=CC(=C1)C=1C=C2C=CN(C(C2=CC1)=O)CC=1C=C(C(=O)NC=2C=C3CCN(CC3=CC2)C)C=CC1 3-((6-(2-aminopyridin-4-yl)-1-oxoisoquinolin-2(1H)-yl)methyl)-N-(2-methyl-1,2,3,4-tetrahydroisoquinolin-6-yl)benzamide tert-butyl-(4-amino-3-isopropyl-5-methylbenzyl)carbamate